3-amino-2-fluoro-N-(2-bromo-4-(perfluoropropan-2-yl)-6-(trifluoromethoxy)phenyl)benzamide NC=1C(=C(C(=O)NC2=C(C=C(C=C2OC(F)(F)F)C(C(F)(F)F)(C(F)(F)F)F)Br)C=CC1)F